2-[[4-[[[4-(aminosulfonyl)phenyl]methyl]amino]-5-methyl-6-(4-morpholinyl)-2-pyrimidinyl]amino]-4-methyl-5-thiazolecarboxylic acid ethyl ester C(C)OC(=O)C1=C(N=C(S1)NC1=NC(=C(C(=N1)NCC1=CC=C(C=C1)S(=O)(=O)N)C)N1CCOCC1)C